FC1(CCN(CC1)C1=CC(=C(C=C1F)NC(OCC1=CC=CC=C1)=O)O)F benzyl (4-(4,4-difluoropiperidin-1-yl)-5-fluoro-2-hydroxyphenyl)carbamate